(S)-4-prolyl-N-(m-tolyl)piperazin-1-carboxamide N1[C@@H](CCC1)C(=O)N1CCN(CC1)C(=O)NC=1C=C(C=CC1)C